Cl.N[C@@H]1CN(CC1)C=1C=2CCCCC2N=C2C=CC(=CC12)C1=C(C=O)C=CC=C1 2-{9-[(3S)-3-Aminopyrrolidin-1-yl]-5,6,7,8-tetrahydroacridin-2-yl}benzaldehyde hydrochloride